[Pd].[Cl] chlorine palladium salt